6-((3-(1H-imidazol-1-yl)butyl)amino)hexyl 2-hexyldecanoate C(CCCCC)C(C(=O)OCCCCCCNCCC(C)N1C=NC=C1)CCCCCCCC